methyl 2-((2-(6-((4-cyano-2-fluorobenzyl)oxy)pyridin-2-yl)-2,6-dihydropyrrolo[3,4-c]pyrazol-5(4H)-yl)methyl)-1-(2-methoxyethyl)-1H-benzo[d]imidazole-6-carboxylate C(#N)C1=CC(=C(COC2=CC=CC(=N2)N2N=C3C(=C2)CN(C3)CC3=NC2=C(N3CCOC)C=C(C=C2)C(=O)OC)C=C1)F